BrC1=CC=C2C3(C(NC2=C1F)=O)CC3 6'-bromo-7'-fluorospiro[cyclopropane-1,3'-indolin]-2'-one